2-(2-hydroxy-3,5-dimethylbenzoyl)benzoic acid OC1=C(C(=O)C2=C(C(=O)O)C=CC=C2)C=C(C=C1C)C